COC=1C(=CC2=CN(N=C2C1C)C)C1=NC2=CC=C(C=C2C(=N1)C(NC)=O)N1CCN(CC1)C(=O)OC(C)(C)C tert-butyl 4-[2-(6-methoxy-2,7-dimethylindazol-5-yl)-4-(methylcarbamoyl) quinazolin-6-yl]piperazine-1-carboxylate